O=C1NC(CCC1N1C(C2=CC=CC(=C2C1=O)NCCCOCC1CCNCC1)=O)=O 2-(2,6-Dioxo-3-piperidyl)-4-[3-(4-piperidylmethoxy)propylamino]isoindoline-1,3-dione